tert-butyl 6-(3-(2-isopropylphenyl) piperidin-4-yl)-2,6-diazaspiro[3.3]heptane-2-carboxylate C(C)(C)C1=C(C=CC=C1)C1CNCCC1N1CC2(CN(C2)C(=O)OC(C)(C)C)C1